ClC1=CC=C(C=C1)/C=C/C(=O)C1=NC=CC=C1 (2E)-3-(4-chlorophenyl)-1-(pyridin-2-yl)prop-2-en-1-one